ethyl 2-(3-(2-(benzyloxycarbonylamino)ethyl)-2-oxopyridin-1(2H)-yl)-4-methylpentanoate C(C1=CC=CC=C1)OC(=O)NCCC=1C(N(C=CC1)C(C(=O)OCC)CC(C)C)=O